C(CC)[Si](OC)(OC)OC.[NH4+] ammonium propyl-trimethoxysilane